C(C)(=O)OCCOC1=C(C=CC=C1)F (2-fluorophenoxy)-ethyl acetate